(E)-3-(5-{6-[2-(2-Cyano-7-fluoro-4-methoxy-indol-1-yl)-ethylamino]-pyrimidin-4-yl}-3-ethoxy-thiophen-2-yl)-acrylic acid C(#N)C=1N(C2=C(C=CC(=C2C1)OC)F)CCNC1=CC(=NC=N1)C1=CC(=C(S1)/C=C/C(=O)O)OCC